FC1(CN(CC1)CC1=CC2=C(C(N(CCO2)C[C@@H](CN2CC3=CC=CC=C3CC2)O)=O)C=C1)F 8-[(3,3-difluoropyrrolidin-1-yl)methyl]-4-[(2R)-3-(3,4-dihydro-1H-isoquinolin-2-yl)-2-hydroxy-propyl]-2,3-dihydro-1,4-benzoxazepin-5-one